(S)-3,5-dichloro-4-(2-(3-(cyclopropylmethoxy)-4-(difluoromethoxy)phenyl)-2-hydroxyethyl)pyridine 1-oxide ClC=1C=[N+](C=C(C1C[C@H](O)C1=CC(=C(C=C1)OC(F)F)OCC1CC1)Cl)[O-]